2-(trifluoromethyl)benzoyl cyanide FC(C1=C(C(=O)C#N)C=CC=C1)(F)F